(8-oxabicyclo[3.2.1]oct-3-yl)-2-chloro-7-methyl-7,9-dihydro-8H-purin-8-one C12CC(CC(CC1)O2)N2C1=NC(=NC=C1N(C2=O)C)Cl